C1(CCCCC1)C=1N=C(SC1)[C@H](CC1=CC=C(C=C1)NS(=O)(=O)O)NC([C@H](CC1=CC=CC=C1)NC(=O)OC)=O 4-{(S)-2-(4-cyclohexylthiazol-2-yl)-2-[(S)-2-(methoxycarbonylamino)-3-phenylpropionylamino]ethyl}phenylaminosulfonic acid